tris-(2-cyanoethyl)phosphine C(#N)CCP(CCC#N)CCC#N